C(CCCCCCCCCCC)CCC(=O)OCC(COC(CCCCCCCCCCCCCC)=O)(COC(CCCCCCCCCCCCCC)=O)COC(CCCCCCCCCCCCCC)=O pentaerythritol tetrakis(3-laurylpropionate)